4-(tert-butyl) 7-ethyl 6-oxo-4-azaspiro[2.5]octane-4,7-dicarboxylate O=C1CN(C2(CC2)CC1C(=O)OCC)C(=O)OC(C)(C)C